FCCCNCCNC1=NC(=C(C=C1)OC)[C@H]1N([C@@H](CC2=C1NC1=CC=CC=C21)C)CC(F)(F)F N1-(3-fluoropropyl)-N2-(5-methoxy-6-((1S,3R)-3-methyl-2-(2,2,2-trifluoroethyl)-2,3,4,9-tetrahydro-1H-pyrido[3,4-b]indol-1-yl)pyridin-2-yl)ethane-1,2-diamine